C1(CC1)CN1CC[C@]23CCN(CC[C@]2([C@H]1CC1=CC=C(C=C13)O)O)C(CC1=NC(=CC=C1)OC)=O 1-((5aS,6R,11bR)-14-(cyclopropylmethyl)-5a,10-dihydroxy-1,2,5,5a,6,7-hexahydro-6,11b-(epiminoethano)naphtho[1,2-d]azepin-3(4H)-yl)-2-(6-methoxypyridin-2-yl)ethan-1-one